N[C@H](C(=O)N[C@@H]1C[C@@](NC1)(C(=O)O)CCCCB(O)O)C(C)C (2r,4r)-4-((S)-2-amino-3-methylbutanamido)-2-(4-dihydroxyboryl-butyl)pyrrolidine-2-carboxylic acid